2-Cyclopropyl-6-[1-[(3S)-3-(tetrazol-1-yl)pyrrolidine-1-carbonyl]azetidin-3-yl]oxybenzonitrile C1(CC1)C1=C(C#N)C(=CC=C1)OC1CN(C1)C(=O)N1C[C@H](CC1)N1N=NN=C1